CNCCCCCC[SiH3] 3-(N-methylaminopropyl)propyl-silane